2-methyl-5-(3-(2-methylpiperidin-1-yl)azetidin-1-yl)benzoic acid CC1=C(C(=O)O)C=C(C=C1)N1CC(C1)N1C(CCCC1)C